1,1,3,5,5-pentamethyl-3-phenyl-1,5-divinyl-trisiloxane C[Si](O[Si](O[Si](C=C)(C)C)(C1=CC=CC=C1)C)(C=C)C